[2-(TRIFLUOROMETHOXY)PYRIMIDIN-5-YL]BORONIC ACID FC(OC1=NC=C(C=N1)B(O)O)(F)F